4-bromo-2-methoxy-6-methylbenzonitrile BrC1=CC(=C(C#N)C(=C1)C)OC